4-[cyclopropyl-[4-(5,6,7,8-tetrahydro-1,8-naphthyridin-2-yl)butyl]amino]-2-(6,7-dihydro-5H-cyclopenta[b]pyridin-7-yloxycarbonylamino)butanoic acid C1(CC1)N(CCC(C(=O)O)NC(=O)OC1CCC=2C1=NC=CC2)CCCCC2=NC=1NCCCC1C=C2